(3aS,5R,7aS)-7a-methyl-2-(4-nitrophenoxy)-5-(prop-1-en-2-yl)hexahydrobenzo[d][1,3,2]oxathiaphosphole 2-oxide C[C@]12[C@@H](SP(O1)(OC1=CC=C(C=C1)[N+](=O)[O-])=O)C[C@@H](CC2)C(=C)C